(6-(7-((4-(1H-pyrazol-4-yl)phenyl)amino)imidazo[1,2-c]pyrimidin-5-yl)-1-methyl-1H-indol-2-yl)(3,3-difluoroazetidin-1-yl)methanone N1N=CC(=C1)C1=CC=C(C=C1)NC1=CC=2N(C(=N1)C1=CC=C3C=C(N(C3=C1)C)C(=O)N1CC(C1)(F)F)C=CN2